FC=1C=CC2=C(NC(=N2)C2=NNC3=CC=C(C=C23)N)C1 3-(6-fluoro-1H-benzoimidazol-2-yl)-1H-indazol-5-amine